ClC=1C(=NC(=NC1)N1C[C@@H](C([C@@H](C1)C)(F)F)C)NC1=CC=2C3=C(C(NC2C=C1)=O)OCC[C@@H](N3)C3CC3 (R)-10-((5-chloro-2-((3S,5R)-4,4-difluoro-3,5-dimethylpiperidin-1-yl)pyrimidin-4-yl)amino)-2-cyclopropyl-1,2,3,4-tetrahydro-[1,4]oxazepino[2,3-c]quinolin-6(7H)-one